4-amino-1-methyl-N-(6-oxo-5-oxa-7-azaspiro[3.4]octan-7-yl)-N-[[5-(trifluoromethyl)-2-pyridyl]methyl]pyrazolo[4,3-c]quinoline-8-carboxamide NC1=NC=2C=CC(=CC2C2=C1C=NN2C)C(=O)N(CC2=NC=C(C=C2)C(F)(F)F)N2C(OC1(CCC1)C2)=O